2-(1-(methylsulfonyl)-1,2,3,6-tetrahydropyridin-4-yl)-1H-indole-7-carboxamide CS(=O)(=O)N1CCC(=CC1)C=1NC2=C(C=CC=C2C1)C(=O)N